N-(3-{4-[(1-methyl-piperidin-4-yl)amino]-1-(2,2,2-trifluoroethyl)-1H-indol-2-yl}prop-2-yn-1-yl)pyridine-3-carboxamide CN1CCC(CC1)NC1=C2C=C(N(C2=CC=C1)CC(F)(F)F)C#CCNC(=O)C=1C=NC=CC1